N-(1-(4-((exo-6-Amino-3-azabicyclo[3.1.0]hexan-3-yl)methyl)phenyl)-2-oxo-1,2-dihydropyrimidin-4-yl)-3-(2-aminoethyl)azetidine-1-carboxamide Hydrochloride Salt Cl.NC1C2CN(CC12)CC1=CC=C(C=C1)N1C(N=C(C=C1)NC(=O)N1CC(C1)CCN)=O